C(C1=CC=CC=C1)(C1=CC=CC=C1)(C1=CC=CC=C1)ON=C1CCCC2=CC=CC=C12 1-tetralone O-trityl oxime